(20S)-3-oxo-pregna-4-ene-20-aldehyde O=C1C=C2CC[C@H]3[C@@H]4CC[C@H](C(C)=O)[C@]4(CC[C@@H]3[C@]2(CC1)C)C